tert-Butyl 4-(((2-bromo-4-nitrophenyl)amino)methyl)-4-hydroxypiperidine-1-carboxylate BrC1=C(C=CC(=C1)[N+](=O)[O-])NCC1(CCN(CC1)C(=O)OC(C)(C)C)O